FC1=C(C=C(C=C1)C(=O)N1CC2=C(N=C(N=C2)C2=NC=CC=C2)CC1)OC (4-fluoro-3-methoxy-phenyl)-[2-(2-pyridyl)-7,8-dihydro-5H-pyrido[4,3-d]pyrimidin-6-yl]methanone